C1(CC1)N1C=C(C=CC1=O)N1CCC(CC1)C N-(1-cyclopropyl-6-oxo-1,6-dihydropyridin-3-yl)-4-methylpiperidine